C(=O)(OCC1C2=CC=CC=C2C2=CC=CC=C12)N(C(O)=O)CC1=CC=CC=C1.C(N)(OCC1C2=CC=CC=C2C=2C=CC=CC12)=O 9-fluorenylmethyl carbamate (Fmoc)benzyl-carbamate